6-ETHOXY-2-OXO-1,2-DIHYDRO-QUINOLINE-3-CARBALDEHYDE C(C)OC=1C=C2C=C(C(NC2=CC1)=O)C=O